(4-(trifluoromethyl)phenyl)prop-2-en-1-one FC(C1=CC=C(C=C1)C(C=C)=O)(F)F